1-(N-(tert-butyldimethylsilyl)-S-methylsulfonimidoyl)-3-methyl-1H-imidazol-3-ium trifluoromethanesulfonate FC(S(=O)(=O)[O-])(F)F.[Si](C)(C)(C(C)(C)C)N=S(=O)(C)N1C=[N+](C=C1)C